N-hydroxyethylethylamine triacetic acid salt C(C)(=O)O.C(C)(=O)O.C(C)(=O)O.OCCNCC